ClC=1C=CC=C2C(C=C(OC12)C1=CC=C(OCCOC2CC(CC2)C(=O)O)C=C1)=O 3-[2-[4-(8-chloro-4-oxo-chromen-2-yl)phenoxy]ethoxy]cyclopentanecarboxylic acid